C1(CC1)C1=C(C=C(C=C1)[C@@H](NC(=O)[C@H]1N(C[C@@H](C1)F)C(CNC1=NC=CN=C1)=O)C1=CC=CC=C1)F (2S,4R)-N-[(S)-(4-cyclopropyl-3-fluorophenyl)(phenyl)methyl]-4-fluoro-1-{2-[(pyrazin-2-yl)amino]acetyl}pyrrolidine-2-carboxamide